methyl (3S)-1-[(2S)-2-[(tert-butoxycarbonyl)amino]-3-[4-[3-(3-hydroxy-2,2-dimethylpropyl)-2-iodo-1H-indol-5-yl]-1,3-thiazol-2-yl]propanoyl]-1,2-diazinane-3-carboxylate C(C)(C)(C)OC(=O)N[C@H](C(=O)N1N[C@@H](CCC1)C(=O)OC)CC=1SC=C(N1)C=1C=C2C(=C(NC2=CC1)I)CC(CO)(C)C